ClC1=C(C(=O)NC2(CCN(CC2)C2=NC=C(N=C2)C=2C=3N(C=C(C2)OCC2(CNCC2)F)N=CC3C#N)C)C(=CC=C1)C 2-chloro-N-(1-(5-(3-cyano-6-((3-fluoropyrrolidin-3-yl)methoxy)pyrazolo[1,5-a]pyridin-4-yl)pyrazin-2-yl)-4-methylpiperidin-4-yl)-6-methylbenzamide